potassium bis(2-ethylhexyl) sulfosuccinate S(=O)(=O)(O)C(C(=O)OCC(CCCC)CC)CC(=O)OCC(CCCC)CC.[K]